FC1=C2C(=CN=CC2=CC=C1)N1C(NC2=C(C1=O)C(CC2)CC(F)(F)F)=O 3-(5-fluoroisoquinolin-4-yl)-5-(2,2,2-trifluoroethyl)-1,5,6,7-tetrahydro-2H-cyclopenta[d]pyrimidine-2,4(3H)-dione